FC1(CNCC12CN(C2)C=2C=C(C=C1C=NC(=NC21)NC2CCN(CC2)S(=O)(=O)C)C(F)(F)F)F 8-(8,8-difluoro-2,6-diazaspiro[3.4]octan-2-yl)-N-(1-(methylsulfonyl)piperidin-4-yl)-6-(trifluoromethyl)quinazolin-2-amine